N-Propylpyrrolidinium methansulfonat CS(=O)(=O)[O-].C(CC)[NH+]1CCCC1